3-methyleneoxolane-2,5-dione C=C1C(OC(C1)=O)=O